NC1=NC2=C(C=CC(=C2C=C1)F)C1=C(C=C2C=C(C=NC2=C1F)C#N)Cl 2'-amino-6-chloro-5',8-difluoro-[7,8'-biquinoline]-3-carbonitrile